ClC=1C=C(C=NC(C(=O)O)CC2=CC=C(C=C2)O)C=C(C1)O 2-(3-chloro-5-hydroxybenzylideneamino)-3-(4-hydroxyphenyl)propanoic acid